FC(C1=NN(C=C1[N+](=O)[O-])C1CCN(CC1)CCOCCC1=C2C(N(C(C2=CC=C1)=O)C1C(NC(CC1)=O)=O)=O)F 4-[2-[2-[4-[3-(difluoromethyl)-4-nitro-pyrazol-1-yl]-1-piperidyl]ethoxy]ethyl]-2-(2,6-dioxo-3-piperidyl)isoindoline-1,3-dione